biscaprolactam dirhodium [Rh].[Rh].C1(CCCCCN1)=O.C1(CCCCCN1)=O